C(C)(=O)O[C@H]1[C@H](OC[C@H]([C@@H]1OC(C)=O)OC(C)=O)Br 2,3,4-tri-O-acetyl-alpha-D-xylopyranosyl bromide